BrC1=CC=C(C=C1)C1=CC=C(C=C1)C1=CC=C(C=C1)CCCCCC 4-bromo-4''-hexyl-1,1':4',1''-terphenyl